tert-Butyl 3-{[2-(4-chlorophenyl)imidazo[1,2-a]pyrimidin-3-yl]methyl}-3,8-diazabicyclo[3.2.1]-octane-8-carboxylate ClC1=CC=C(C=C1)C=1N=C2N(C=CC=N2)C1CN1CC2CCC(C1)N2C(=O)OC(C)(C)C